(32S,35S)-1-azido-35-(4-((diphenyl(p-tolyl)methyl)amino)butyl)-32-isopropyl-30,33-dioxo-3,6,9,12,15,18,21,24,27-nonaoxa-31,34-diazahexatriacontan N(=[N+]=[N-])CCOCCOCCOCCOCCOCCOCCOCCOCCOCCC(N[C@H](C(N[C@@H](C)CCCCNC(C1=CC=C(C=C1)C)(C1=CC=CC=C1)C1=CC=CC=C1)=O)C(C)C)=O